C(=O)(O)C=1C(=C(C=CC1C(=O)O)C1=CC=C(C=C1)C(=O)O)C(=O)O dicarboxy-4,4'-biphenyldicarboxylic acid